C(C)C1(NC=C(C(=N1)N)F)N 2-ethyl-5-fluoropyrimidine-2,4-diamine